C(C)OC1=C(C=CC(=C1)C1=NC=NC(=C1)NCCC=1C2=C(SC1C)C(=CC=C2F)C)CC(=O)O (2-Ethoxy-4-{6-[2-(4-fluoro-2,7-dimethyl-benzo[b]thiophen-3-yl)-ethylamino]-pyrimidin-4-yl}-phenyl)-acetic acid